(R)-2-(5,5-difluoro-1-(2-methyl-6-(1-methyl-5-((4-oxo-3-propylpyridin-1(4H)-yl)methyl)-1H-1,2,3-triazol-4-yl)pyridin-3-yl)piperidin-3-yl)acetic acid FC1(C[C@H](CN(C1)C=1C(=NC(=CC1)C=1N=NN(C1CN1C=C(C(C=C1)=O)CCC)C)C)CC(=O)O)F